C(C)S(=O)(=O)N1CCC(CC1)C=1SC(=C(N1)C1=CC=C(C=C1)F)C1=NC(=NC=C1)NC1=CC=C(C=C1)N1CCOCC1 4-(2-(1-(ethylsulfonyl)piperidin-4-yl)-4-(4-fluorophenyl)thiazol-5-yl)-N-(4-morpholinophenyl)pyrimidin-2-amine